2-(2-bromo-5-fluorobenzoyl)-N-methylhydrazine-1-carbothioamide BrC1=C(C(=O)NNC(NC)=S)C=C(C=C1)F